C(C)(C)(C)OC(NC1=CC(=CC(=C1)C=1C=C2C=NN(C2=CC1)S(=O)(=O)C1=CC=C(C)C=C1)C)=O (3-methyl-5-(1-tosyl-1H-indazol-5-yl)-Phenyl)carbamic acid tert-butyl ester